ClC1=C(C=CC(=C1)F)C1=CNC(C2=CC(=CC=C12)O[C@@H](C(=O)N1CCC(CC1)NC(C)=O)C)=O (R)-N-(1-(2-((4-(2-chloro-4-fluorophenyl)-1-oxo-1,2-dihydroisoquinolin-7-yl)oxy)propanoyl)piperidin-4-yl)acetamide